7-methoxy-4-(1-(methyl-d3)-5-phenyl-1H-pyrazol-4-yl)pyrido[3,2-d]pyrimidin-6-amine COC1=CC=2N=CN=C(C2N=C1N)C=1C=NN(C1C1=CC=CC=C1)C([2H])([2H])[2H]